ClC1=CC2=C(C=N1)C1(CN2C=2SC=C(N2)C2COCCC2)CC1 2-(6'-chlorospiro[cyclopropane-1,3'-pyrrolo[3,2-c]pyridin]-1'(2'H)-yl)-4-(tetrahydro-2H-pyran-3-yl)thiazole